CN1[C@H](CC(C1)(C)C)C=1N=C2N(C=C(N=C2)N2N=CC3=CC=C(C=C23)C(=O)N)C1 2-[(2R)-1,4,4-trimethylpyrrolidin-2-yl]imidazo[1,2-a]pyrazin-6-yl-1H-indazole-6-carboxamide